C1(=CC=CC=C1)I(C1=CC=CC=C1)Cl diphenyliodine Chloride